NC=1N=C(SC1C(=O)C=1C=NC(=CC1)C(F)(F)F)N(C1=CC(=C(C=C1)F)F)[C@@H](C(=O)N)C (R)-2-(N-[4-Amino-5-[6-(trifluoromethyl)pyridin-3-carbonyl]thiazol-2-yl]-3,4-difluoroanilino)propanamid